6-(3,3-difluoroazetidin-1-yl)nicotinic acid FC1(CN(C1)C1=NC=C(C(=O)O)C=C1)F